tri(phenylphenoxy)methylphenol C1(=CC=CC=C1)C1=C(OC(OC2=C(C=CC=C2)C2=CC=CC=C2)(OC2=C(C=CC=C2)C2=CC=CC=C2)C2=C(C=CC=C2)O)C=CC=C1